[2-(benzhydrylamino)-4-isopropyl-7-oxo-thieno[2,3-d]pyridazin-6-yl]-N-pyrimidin-2-yl-acetamide C(C1=CC=CC=C1)(C1=CC=CC=C1)NC1=CC2=C(C(N(N=C2C(C)C)CC(=O)NC2=NC=CC=N2)=O)S1